ClC1=C(OCC23CC(C2)(C3)C(=O)N3N=CCC3C3=CC(=CC(=C3)F)F)C=CC=C1 (3-((2-chlorophenoxy)methyl)-bicyclo[1.1.1]pentan-1-yl)(5-(3,5-difluorophenyl)-4,5-dihydro-1H-pyrazol-1-yl)-methanone